(S)-2-((((9H-fluoren-9-yl)methoxy)carbonyl)amino)-3-(4'-(2-hydroxyacetamido)-[1,1'-biphenyl]-4-yl)propanoic acid C1=CC=CC=2C3=CC=CC=C3C(C12)COC(=O)N[C@H](C(=O)O)CC1=CC=C(C=C1)C1=CC=C(C=C1)NC(CO)=O